C(C1=CC=CC=C1)N(C(O)=O)C1C(C(CCC1)N(C(O)=O)C(C)(C)C)O.ClC1=C(C=C(C(=C1)Cl)O)NC(C)=O N-(2,4-dichloro-5-hydroxyphenyl)acetamide benzyl-tert-butyl-(2-hydroxycyclohexane-1,3-diyl)dicarbamate